methyl 2-(3-bromophenyl)-2,7,7-trimethyl-8-(methylamino)octanoate BrC=1C=C(C=CC1)C(C(=O)OC)(CCCCC(CNC)(C)C)C